FC1=CC=C(C=C1)NC([C@H](C1=CC=CC=C1)C1=NC(=CN=C1N)C=1C=NN(C1)C1CCN(CC1)C(C)=O)=O (R)-2-((4-fluorophenyl)amino)-2-oxo-1-phenylethyl-6-(1-(1-acetylpiperidin-4-yl)-1H-pyrazol-4-yl)-3-aminopyrazine